N1N=CC2=CC=C(C=C12)CN(C1=CC(=CC=C1)COCCOCC1=CC(=CC=C1)OC)CC1=CC(=CC=C1)OC N-((1H-indazol-6-yl)methyl)-N-(3-methoxybenzyl)-3-((2-(3-methoxybenzyloxy)ethoxy)methyl)aniline